NC1=C2C(=NC=N1)N(N=C2C2=CC=C(C=C2)OC2=CC=CC=C2)C2CCN(CC2)CCCN2CCC(CC2)CN2CCN(CC2)C2=CC=C(C=C2)N2C(NC(CC2)=O)=O 1-(4-(4-((1-(3-(4-(4-amino-3-(4-phenoxyphenyl)-1H-pyrazolo[3,4-d]pyrimidin-1-yl)piperidin-1-yl)propyl)piperidin-4-yl)methyl)piperazin-1-yl)phenyl)dihydropyrimidine-2,4(1H,3H)-dione